N1N=CC(=C1)C1=CC=C(C=C1)NC1=NC(=NC2=CC=CC=C12)C1=CC=C2C=C(NC2=C1)C(=O)NC(C)C 6-(4-((4-(1H-pyrazol-4-yl)phenyl)amino)quinazolin-2-yl)-N-isopropyl-1H-indole-2-carboxamide